3-(carboxymethoxy)cyclooctyneN C(=O)(O)COC=1C#CCCCCC1